ClC1=NC2=NC(=CC=C2C(=C1)Cl)CC 2,4-dichloro-7-ethyl-1,8-naphthyridine